BrC=1C=CC=2C(C(C3=CC=CC=C3C2C1)O)O 3-bromo-9,10-dihydrophenanthrene-9,10-diol